[C@H]12CN(C[C@H](CC1)N2)C2=NC(=NC1=C(C(=CC=C21)C2=CC(=NC1=CC=CC=C21)N)F)OC[C@H]2N(CCC2)C 4-(4-((1R,5S)-3,8-diazabicyclo[3.2.1]octan-3-yl)-8-fluoro-2-(((S)-1-methylpyrrolidin-2-yl)methoxy)quinazolin-7-yl)quinolin-2-amine